O[C@H]1[C@@H](CCC2=C1N=C(S2)C(=O)NC)[C@@H]2N1C(C3=CC=CC=C23)=CN=C1 (4S,5S)-4-hydroxy-5-((S)-5H-imidazo[5,1-a]isoindol-5-yl)-N-methyl-4,5,6,7-tetrahydrobenzo[d]thiazole-2-carboxamide